ClC1=CC2=C(O[C@@H](CN(S2(=O)=O)CC2=CC(=CC=3C=CSC32)C(CC(=O)O)C3=C(C2=C(N(N=N2)C)C=C3)C)CC)N=C1 3-(7-{[(4R)-8-Chloro-4-ethyl-1,1-dioxido-3,4-dihydro-2H-pyrido[2,3-b][1,4,5]oxathiazepin-2-yl]methyl}-1-benzothiophen-5-yl)-3-(1,4-dimethyl-1H-benzotriazol-5-yl)propanoic acid